NCC12C3(CCC(C2CCC1)C3)CN Bis-(aminomethyl)-tricyclo[5.2.1.02,6]decan